2-(4-((4-amino-3-(3-ethoxyazetidin-1-yl)-1-methyl-1H-pyrazol-5-yl)oxy)phenyl)-4-(2,6-difluorobenzyl)-2,4-dihydro-3H-1,2,4-triazol-3-one NC=1C(=NN(C1OC1=CC=C(C=C1)N1N=CN(C1=O)CC1=C(C=CC=C1F)F)C)N1CC(C1)OCC